N[C@H](C(=O)NC1=NC=NN2C1=CC=C2[C@]2([C@@H]([C@@H]([C@H](O2)COC(CC2CCCCC2)=O)O)O)C#N)C(C)C.CC2(C[CH]CN2)C 5,5-dimethyl-3λ3-pyrrolidin ((2R,3S,4R,5R)-5-(4-((S)-2-amino-3-methylbutanamido)pyrrolo[2,1-f][1,2,4]triazin-7-yl)-5-cyano-3,4-dihydroxytetrahydrofuran-2-yl)methyl-2-cyclohexylacetate